(S)-N-(4-((tert-butyldimethylsilyl)oxy)butyl)-5,6,7,8-tetrahydroquinolin-8-amine [Si](C)(C)(C(C)(C)C)OCCCCN[C@H]1CCCC=2C=CC=NC12